2-amino-7-cyano-5-methyl-1-(5-methyl-1H-indazol-4-yl)-1H-pyrrolo[2,3-c]pyridine-3-carboxamide NC1=C(C=2C(=C(N=C(C2)C)C#N)N1C1=C2C=NNC2=CC=C1C)C(=O)N